heptadec-8,11-dien-1-ol C(CCCCCCC=CCC=CCCCCC)O